CN1C(N(C2=C1C=C1C(OCC13CCNCC3)=C2)C2C(NC(CC2)=O)=O)=O 3-(1-methyl-2-oxo-1,2-dihydro-3H,6H-spiro[benzofuro[5,6-d]imidazol-7,4'-piperidin]-3-yl)piperidine-2,6-dione